3-((6-Nitropyridin-3-yl)amino)piperidine-1-carboxylic acid tert-butyl ester C(C)(C)(C)OC(=O)N1CC(CCC1)NC=1C=NC(=CC1)[N+](=O)[O-]